5-(N-(4-Aminophenethyl)sulfamoyl)-3-methylbenzofuran-2-carboxylic acid ethyl ester C(C)OC(=O)C=1OC2=C(C1C)C=C(C=C2)S(NCCC2=CC=C(C=C2)N)(=O)=O